OC(CSC1=C(C=CC=C1)SCC(CO)O)CO 3-[2-(2,3-dihydroxypropylthio)phenyl]thiopropane-1,2-diol